1-(3-(tert-butyl)-1-(6-methylpyridin-3-yl)-1H-pyrazol-5-yl)-3-(2-(methylthio)-4-((3-keto-3,4-dihydropyrido[2,3-b]pyrazin-8-yl)oxy)phenyl)urea C(C)(C)(C)C1=NN(C(=C1)NC(=O)NC1=C(C=C(C=C1)OC1=CC=NC=2NC(C=NC21)=O)SC)C=2C=NC(=CC2)C